(tetrahydrofuran-3-yl)pyrazolo[1,5-a]pyridine O1CC(CC1)C1=NN2C(C=CC=C2)=C1